(R)-N-((1R,4R)-4-hydroxy-4-(trifluoromethyl)cyclohexyl)-4-(5-(6-methoxypyrimidin-4-yl)-1H-pyrazole-3-carbonyl)-4-azaspiro[2.5]octane-7-carboxamide OC1(CCC(CC1)NC(=O)[C@@H]1CCN(C2(CC2)C1)C(=O)C1=NNC(=C1)C1=NC=NC(=C1)OC)C(F)(F)F